N4-Methyl-5-(pyrazolo[1,5-a]pyrimidin-5-yl)-N2-(2-oxaspiro[3.5]nonan-7-yl)-7H-pyrrolo[2,3-d]pyrimidine-2,4-diamine CNC=1C2=C(N=C(N1)NC1CCC3(COC3)CC1)NC=C2C2=NC=1N(C=C2)N=CC1